O=C1N(CC2=CC(=CC=C12)O[C@@H]1[C@H](CCCC1)N1CC(C1)C1=NC=CN=C1)C1C(NC(CC1)=O)=O 3-(1-oxo-5-(((1S,2S)-2-(3-(pyrazin-2-yl)azetidin-1-yl)-cyclohexyl)oxy)isoindolin-2-yl)piperidine-2,6-dione